C(C)(C)(C)OC(=O)N1CC(C1)OCC=1C=NN(C1)C.OCCN1CN(CN(C1)CCO)CCO hexahydro-1,3,5-tri(2-hydroxyethyl)s-triazine tert-butyl-3-((1-methyl-1H-pyrazol-4-yl)methoxy)azetidine-1-carboxylate